4-((2-(2-([1,2,4]triazolo[4,3-a]pyridin-7-ylamino)ethyl)-2-azaspiro[3.3]heptan-6-yl)oxy)-7-chloro-2-methylisoindolin-1-one N=1N=CN2C1C=C(C=C2)NCCN2CC1(C2)CC(C1)OC1=C2CN(C(C2=C(C=C1)Cl)=O)C